1,6-dimethyl-1H-pyrazolo[4,3-b]pyridine CN1N=CC2=NC=C(C=C21)C